2-[2-(4-chlorophenyl)ethyl]-2-(1,1-dimethylethyl)-oxirane ClC1=CC=C(C=C1)CCC1(OC1)C(C)(C)C